tert-butyl 4-((2-((6-(chlorosulfonyl)pyridazin-3-yl)carbamoyl)phenoxy)sulfonyl)piperazine-1-carboxylate ClS(=O)(=O)C1=CC=C(N=N1)NC(=O)C1=C(OS(=O)(=O)N2CCN(CC2)C(=O)OC(C)(C)C)C=CC=C1